C1=CC=CC=2CC3=CC=CC=C3C(C12)N 9,10-dihydro-anthracene-9-amine